N=1C=C(N2C1C=CC=C2)C(=O)NCC=2C=C(C(=O)OC)C=CC2C Methyl 3-((imidazo[1,2-a]pyridine-3-carboxamido) methyl)-4-methylbenzoate